7-(6-chloro-3-(1-((1-fluorocyclopentyl)methyl)-1H-pyrazol-4-yl)-5-methylpyridin-2-yl)-[1,2,4]triazolo[4,3-a]pyridine ClC1=C(C=C(C(=N1)C1=CC=2N(C=C1)C=NN2)C=2C=NN(C2)CC2(CCCC2)F)C